(1-(2-amino-1,5-naphthyridin-4-yl)piperidin-2-yl)methanol NC1=NC2=CC=CN=C2C(=C1)N1C(CCCC1)CO